zirconium-bis-(2-ethyl acrylate) C(C)C(C(=O)[O-])=C.C(C)C(C(=O)[O-])=C.[Zr+2]